ClC1=CC(=C(C=C1Cl)O)C(=O)C1CCN(CC1)C(=O)[C@H]1CNCC1 4,5-dichloro-2-[1-[(3R)-pyrrolidine-3-carbonyl]piperidine-4-carbonyl]phenol